tert-butyl-((3-aminopyridin-4-yl) amino) piperidine-1-carboxylate N1(CCCCC1)C(=O)ON(C1=C(C=NC=C1)N)C(C)(C)C